[C@H]12C(C[C@H](C=C1)C2)C(=O)O (1R,4R)-bicyclo[2.2.1]hept-5-ene-2-carboxylic acid